IC1=CN(C2=C1C=NC=C2)C(=O)OC(C)(C)C tert-Butyl 3-iodo-1H-pyrrolo[3,2-c]pyridine-1-carboxylate